BrC=1OC2=CC=C(C=C2C(C1C=O)=O)C bromo-6-methyl-4-oxo-4H-chromene-3-carbaldehyde